(3S)-4-amino-N-(1,3-dimethylpyrazol-4-yl)-3-methyl-N-[[6-(trifluoromethyl)imidazo[1,2-a]pyridin-2-yl]methyl]-1,3-dihydrofuro[3,4-c]quinoline-8-carboxamide NC1=NC=2C=CC(=CC2C2=C1[C@@H](OC2)C)C(=O)N(CC=2N=C1N(C=C(C=C1)C(F)(F)F)C2)C=2C(=NN(C2)C)C